N1N=NC=C1C1[C@H]2CN(C[C@@H]12)C1=NN=C(O1)C=1C=NC(=NC1)NC1CC2=CC(=C(C=C2C1)F)F 5-(5-((1R,5S,6r)-6-(1H-1,2,3-triazol-5-yl)-3-azabicyclo[3.1.0]hexan-3-yl)-1,3,4-oxadiazol-2-yl)-N-(5,6-difluoro-2,3-dihydro-1H-indene-2-yl)pyrimidin-2-amine